CN1N=C(C(=C1)C1=CC=NC=C1)C1=CC=C(OCC2=NN3C(C=CC=C3)=N2)C=C1 2-[4-(1-Methyl-4-pyridin-4-yl-1H-pyrazol-3-yl)-phenoxymethyl]-[1,2,4]triazolo[1,5-a]-pyridine